4,6-bis(3,6-diphenyl-9H-carbazole-9-yl)isophthalic acid C1(=CC=CC=C1)C=1C=CC=2N(C3=CC=C(C=C3C2C1)C1=CC=CC=C1)C1=C(C=C(C(=O)O)C(=C1)N1C2=CC=C(C=C2C=2C=C(C=CC12)C1=CC=CC=C1)C1=CC=CC=C1)C(=O)O